5-Chloro-3-(6,7-dihydro-4H-pyrano[3,4-d]isoxazol-3-yl)-1-methyl-1H-pyrazole-4-carbaldehyde ClC1=C(C(=NN1C)C1=NOC2=C1COCC2)C=O